2-{[(2R,7aS)-2-fluoro-hexahydro-1H-pyrrolizin-7a-ylmethoxy]-4-[(1S,6R)-3,9-diazabicyclo[4.2.1]nonan-3-yl]-8-fluoroquinazolin-7-yl}-5-ethylnaphthalen-2-ol F[C@@H]1C[C@@]2(CCCN2C1)COC1=NC2=C(C(=CC=C2C(=N1)N1C[C@@H]2CC[C@H](CC1)N2)C2(CC1=CC=CC(=C1C=C2)CC)O)F